ClC1=C(C=CC=C1C1=CC=C(C(=N1)OC)CNCN1C(CCC1)=O)C1=C(C(=CC=C1)NC=1C2=C(N=C(N1)C)C=CC=N2)Cl ((((6-(2,2'-dichloro-3'-((2-methylpyrido[3,2-d]pyrimidin-4-yl)amino)-[1,1'-biphenyl]-3-yl)-2-methoxypyridin-3-yl)methyl)amino)methyl)pyrrolidin-2-one